O[C+]1[C+]=C(C1)O 2,4-dihydroxy-cyclobutenediylium